N[C@@]1(CN(CC1)C1=C(C(=NC=C1C(=O)N[C@@H](C)C1CC1)C)C=1C=NC=C(C1)Cl)C 4-[(3S)-3-amino-3-methylpyrrolidin-1-yl]-5'-chloro-N-[(1S)-1-cyclopropylethyl]-2-methyl-[3,3'-bipyridine]-5-carboxamide